3-(4-hydroxy-4-methylcyclohexyl)-5-nitro-2,3-dihydrobenzo[b][1,4]oxathiine-7-sulfonamide OC1(CCC(CC1)C1SC2=C(OC1)C=C(C=C2[N+](=O)[O-])S(=O)(=O)N)C